N1=C(N=CC2=CC=CC=C12)C(=O)N quinazolincarboxamide